O(C)C(C(=O)O)=C methoxyl-acrylic acid